FC1=C(C(=CC(=C1)N1C[C@H](CC1)C(=O)N1C[C@H]2N(C=3C(=NN=C(C3)C3=C(C=CC=C3)O)NC2)CC1)F)N1C(CCCC1=O)=O (2,6-difluoro-4-((S)-3-((S)-2-(2-hydroxyphenyl)-6,6a,7,8,9,10-hexahydro-5H-pyrazino[1',2':4,5]pyrazino[2,3-c]pyridazine-8-carbonyl)pyrrolidin-1-yl)phenyl)piperidine-2,6-dione